C(C1=CC=CC=C1)OC(CCCCCCCCCC(=O)O)=O undecanedioic acid 1-benzyl ester